CN1CCC(CC1)C1(CC=C(C=C1)N)N 4-(1-methylpiperidin-4-yl)benzene-1,4-diamine